1,2,2,2-tetraphenylethane C1(=CC=CC=C1)CC(C1=CC=CC=C1)(C1=CC=CC=C1)C1=CC=CC=C1